7,8-diaminononanoic acid NC(CCCCCC(=O)O)C(C)N